(2S,4r)-N-[3-amino-2-[(2-chlorophenyl)methyl]-3-oxo-propyl]-1-[(2S)-2-(4-cyclopropyltriazol-1-yl)-3,3-dimethyl-butyryl]-4-hydroxy-pyrrolidine-2-carboxamide NC(C(CNC(=O)[C@H]1N(C[C@@H](C1)O)C([C@H](C(C)(C)C)N1N=NC(=C1)C1CC1)=O)CC1=C(C=CC=C1)Cl)=O